N[C@@H]([C@@H](C)CC)C(=O)O (+)-iso-leucine